N-(tert-butoxycarbonyl)-L-valyl-(4R)-N-{(1R)-2-(dimethylamino)-1-[4-(4-methyl-1,3-thiazol-5-yl)phenyl]ethyl}-4-hydroxy-L-prolinamide C(C)(C)(C)OC(=O)N[C@@H](C(C)C)C(=O)N1[C@@H](C[C@H](C1)O)C(=O)N[C@@H](CN(C)C)C1=CC=C(C=C1)C1=C(N=CS1)C